FC1(CCC1)C(=O)N1C[C@H]([C@H](CC1)NS(=O)(=O)C)COC1CCC(CC1)C1=CC2=C(N(C=N2)C)C=C1 N-((3R,4S)-1-(1-fluorocyclobutane-1-carbonyl)-3-((((1s,4S)-4-(1-methyl-1H-benzo[d]imidazol-5-yl)cyclohexyl)oxy)methyl)piperidin-4-yl)methanesulfonamide